BrC=1C(=NC=C(C1)S(N(C1=NC=NS1)CC1=C(C=C(C=C1)OC)OC)(=O)=O)NC[C@H](CC(CCNC(OC(C)(C)C)=O)(C)C)[C@@H](C)NC(OC(C)(C)C)=O di-tert-butyl ((5S,6R)-5-(((3-bromo-5-(N-(2,4-dimethoxybenzyl)-N-(1,2,4-thiadiazol-5-yl)sulfamoyl)pyridin-2-yl)amino)methyl)-3,3-dimethylheptane-1,6-diyl)dicarbamate